6-(3-cyclopropylphenoxy)-2-methyl-4H-pyrazolo[1,5-a]pyrimidin-7-one C1(CC1)C=1C=C(OC2=CNC=3N(C2=O)N=C(C3)C)C=CC1